5-(hydroxymethyl)-1H-indazol OCC=1C=C2C=NNC2=CC1